FC=1C=C2C(C(NC2=CC1)=O)=CC=1NC=2CC(CCC2C1C)CNC([C@H](C)N(C(C=C)=O)C)=O (2S)-N-[[2-[(5-fluoro-2-oxo-indolin-3-ylidene)methyl]-3-methyl-4,5,6,7-tetrahydro-1H-indol-6-yl]methyl]-2-[methyl(prop-2-enoyl)amino]propanamide